cyclopropa[3,4]cyclopenta[1,2-c]pyrazole N=1NC=C2C1C=C1C2=C1